3-ethyl-2-[3-(3-ethyl-3H-benzoxazol-2-ylidene)prop-1-enyl]benzoxazole hexafluorophosphate F[P-](F)(F)(F)(F)F.C(C)N1C(OC2=C1C=CC=C2)C=CC=C2OC1=C(N2CC)C=CC=C1